C(C)(C)(C)OC(=O)N1CCC(CC1)N1C(C2=C(C=CC=C2C1)C(N)=O)=O 4-(7-carbamoyl-1-oxo-1,3-dihydro-isoindol-2-yl)-piperidine-1-carboxylic acid tert-butyl ester